NCC(CN1N=CN(C1=O)C1=NC=CC(=C1)C1=CC=C(C=C1)N1CCNCC1)=C(F)F 2-[2-(aminomethyl)-3,3-difluoro-allyl]-4-[4-(4-piperazin-1-ylphenyl)-2-pyridyl]-1,2,4-triazol-3-one